BrC=1C=CC(=C(COCC=2C=C(C(=C(C2)C2=NN(C=N2)C)OC)[N+](=O)[O-])C1)F 3-(5-(((5-Bromo-2-fluorobenzyl)oxy)methyl)-2-methoxy-3-nitrophenyl)-1-methyl-1H-1,2,4-triazole